(S)-2-((4-(6-((4-acetyl-2-cyclopropoxybenzyl)oxy)pyridin-2-yl)piperidin-1-yl)methyl)-1-(oxetan-2-ylmethyl)-1H-benzo[d]imidazole-6-carboxylic acid methyl ester COC(=O)C=1C=CC2=C(N(C(=N2)CN2CCC(CC2)C2=NC(=CC=C2)OCC2=C(C=C(C=C2)C(C)=O)OC2CC2)C[C@H]2OCC2)C1